isopropyl N-[6-[5-[4-acetamido-2-(tert-butylsulfamoyl)phenyl] thiazol-2-yl]-5-methoxy-3-pyridyl]carbamate C(C)(=O)NC1=CC(=C(C=C1)C1=CN=C(S1)C1=C(C=C(C=N1)NC(OC(C)C)=O)OC)S(NC(C)(C)C)(=O)=O